4-methyl-6-bromo-8-(N-Boc-N-methyl-2-aminoethoxy)quinazoline CC1=NC=NC2=C(C=C(C=C12)Br)OCCN(C)C(=O)OC(C)(C)C